quinoxalin-2-ylmethyl (1-hydroxy-7-methyl-1,3-dihydrobenzo[c][1,2]oxaborole-6-carbonyl)-L-valinate OB1OCC2=C1C(=C(C=C2)C(=O)N[C@@H](C(C)C)C(=O)OCC2=NC1=CC=CC=C1N=C2)C